N1N=CC(=C1)C#CC#CC1=CC=C(C=C1)CC(CNCC=C)C1=C(C(NC=N1)=O)O 6-(1-(4-((1H-pyrazol-4-yl)buta-1,3-diyn-1-yl)phenyl)-3-(allylamino)propan-2-yl)-5-hydroxypyrimidin-4(3H)-one